4,4'-disulfanediyl-dianiline S(SC1=CC=C(N)C=C1)C1=CC=C(N)C=C1